N-(3-(3-nitro-4-(1-oxo-1,2,3,4-tetrahydroisoquinolin-6-yl)-1H-pyrazol-1-yl)phenyl)but-2-ynamide [N+](=O)([O-])C1=NN(C=C1C=1C=C2CCNC(C2=CC1)=O)C=1C=C(C=CC1)NC(C#CC)=O